3-AMINONAPHTHALENE NC=1C=CC2=CC=CC=C2C1